6-(4-Cyclopropylpiperazin-1-yl)-2-methyl-7,8-dihydro-6H-cyclopenta[g]quinazolin-4-yl 2,4,6-triisopropylbenzenesulfonate C(C)(C)C1=C(C(=CC(=C1)C(C)C)C(C)C)S(=O)(=O)OC1=NC(=NC2=CC3=C(C=C12)C(CC3)N3CCN(CC3)C3CC3)C